[5-(diphenylphosphono)-9,9-dimethyl-9H-xanthen-4-yl]diphenylphosphine C1(=CC=CC=C1)OP(=O)(OC1=CC=CC=C1)C1=C2OC=3C(=CC=CC3C(C2=CC=C1)(C)C)P(C1=CC=CC=C1)C1=CC=CC=C1